1-triethoxysilyl-2-bis(diethylamino)phenylsilylethylene C(C)O[Si](C=C[Si](C1=CC=CC=C1)(N(CC)CC)N(CC)CC)(OCC)OCC